C(C)(C)NC1=C(C=CC=C1)NC1=CC=CC=C1 N-isopropyl-N'-phenyl-phenylenediamine